NC=1C=C(OC2=C(C=C(C=C2)S(=O)(=O)C)C=2C3=C(C(N(C2)C)=O)NC=C3)C=CC1 4-[2-(3-aminophenoxy)-5-(methylsulfonyl)phenyl]-6-methyl-1,6-dihydro-7H-pyrrolo[2,3-c]pyridin-7-one